C(CCC)[C@]1(CS(C2=C(N(C1)C1=CC=CC=C1)C=C(C(=C2)O\C=C(\C(=O)O)/F)SC)(=O)=O)CC (R)-(Z)-3-((3-butyl-3-ethyl-7-(methylthio)-1,1-dioxido-5-phenyl-2,3,4,5-tetrahydro-1,5-benzothiazepin-8-yl)oxy)-2-fluoroacrylic acid